methyl 5-(5,6-diaminopyridin-2-yl)-2-fluorobenzoate NC=1C=CC(=NC1N)C=1C=CC(=C(C(=O)OC)C1)F